tri(trimethyl-silane) borate B(O)(O)O.C[SiH](C)C.C[SiH](C)C.C[SiH](C)C